FC=1C=C(CN2C(=NC3=NC=C(C=C32)N3C=CC=2C3=NC=CN2)OC)C=C(C1)F 1-(3,5-difluorobenzyl)-2-methoxy-6-(5H-pyrrolo[2,3-b]pyrazin-5-yl)-1H-imidazo[4,5-b]pyridine